C1(=CC=CC=C1)C=1N=C(NC1)C1N(CCCC1)C(CC=CC=C)=O 1-(2-(4-Phenyl-1H-imidazol-2-yl)piperidin-1-yl)hex-3,5-dien-1-one